ClC1=CC=C(C=C1)N1N=C(C=2C1=NC=C(C2)NC(C=C)=O)C N-(1-(4-chlorophenyl)-3-methyl-1H-pyrazolo[3,4-b]pyridin-5-yl)acrylamide